C12C(CC(CC1)C2)C(C(=O)OCC)C(C)=O ethyl 2-norbornan-2-yl-3-oxobutyrate